tert-Butyl N-[6-[4-[(2,7-dioxoazepan-3-yl)-methylsulfamoyl]phenyl]hexyl]carbamate O=C1NC(CCCC1N(S(=O)(=O)C1=CC=C(C=C1)CCCCCCNC(OC(C)(C)C)=O)C)=O